5-[(1S,2R,4R)-7-azabicyclo[2.2.1]heptan-2-yl]-1,2,4-oxadiazol-3-amine [C@@H]12[C@@H](C[C@@H](CC1)N2)C2=NC(=NO2)N